ethyl (S)-6-bromo-5-(((2-((1-((tert-butyloxycarbonyl)amino)propan-2-yl)oxy)-5-fluoropyridin-3-yl)methyl)amino)pyrazolo[1,5-a]pyrimidin-3-carboxylate BrC=1C(=NC=2N(C1)N=CC2C(=O)OCC)NCC=2C(=NC=C(C2)F)O[C@H](CNC(=O)OC(C)(C)C)C